FC=1C=CC(=C(C1)[C@H](C(=O)NC=1SC=CN1)N1C(C2=CC(=CC=C2C1)C#CC1=CC=C(C=C1)CN1CCOCC1)=O)O |r| (2RS)-2-(5-fluoro-2-hydroxy-phenyl)-2-[6-[2-[4-(morpholinomethyl)phenyl]ethynyl]-1-oxo-isoindol-2-yl]-N-thiazol-2-yl-acetamide